(S)-N-(2-(1H-indol-3-yl)-1-(5-isopentyl-mercapto-1,3,4-oxadiazol-2-yl)ethyl)-2-(4-(trifluoromethyl)phenyl)acetamide N1C=C(C2=CC=CC=C12)C[C@@H](C1(OC(=NN1)CCC(C)C)S)NC(CC1=CC=C(C=C1)C(F)(F)F)=O